FC=1C(=CC(=C(C(=O)NC2=C(C=C(C=C2C)F)C)C1)O[C@H](C(F)(F)F)C)N1N=C2COCCCN2C1=O 5-Fluoro-N-(4-fluoro-2,6-dimethylphenyl)-4-(3-oxo-6,7-dihydro-3H,5H-[1,2,4]triazolo[3,4-c][1,4]-oxazepin-2(9H)-yl)-2-{[(2S)-1,1,1-trifluoropropan-2-yl]oxy}benzamid